Cl.NCCS(=O)(=O)NC1=CC(=CC=C1)C(F)(F)F 2-amino-N-(3-(trifluoromethyl)phenyl)ethane-1-sulphonamide hydrochloride